trans-hydroxy-l-proline C1[C@H](C[NH2+][C@@H]1C(=O)[O-])O